N-((S)-(4-(tert-butyl)phenyl)((R)-2'-iodo-6,6'-dimethyl-[1,1'-biphenyl]-2-yl)-λ4-sulfaneylidene)-4-(trifluoromethyl)benzamide C(C)(C)(C)C1=CC=C(C=C1)[S@](=NC(C1=CC=C(C=C1)C(F)(F)F)=O)C1=C(C(=CC=C1)C)C1=C(C=CC=C1C)I